(6R)-17-amino-12-(1-cyclopropyl-1-methyl-ethyl)-6-hydroxy-6,15-bis(trifluoromethyl)-19-oxa-3,4,12,18-tetrazatricyclo[12.3.1.12,5]nonadeca-1(18),2,4,14,16-pentaen-13-one NC1=CC(=C2C(N(CCCCC[C@@](C3=NN=C(C1=N2)O3)(C(F)(F)F)O)C(C)(C)C3CC3)=O)C(F)(F)F